COC(C1=C(C=CC(=C1)C#N)N1N=CC=N1)=O 5-cyano-2-(2H-1,2,3-triazol-2-yl)benzoic acid methyl ester